OC1=C(C(=O)C2=CC=CC=C2)C=C(C(=C1)OCCCCCCCCCCCCCCC)[N+](=O)[O-] 2-hydroxy-4-pentadecoxy-5-nitrobenzophenone